1-(4-(2-(methylsulfonyl)ethoxy)phenyl)-3-(6-(4-isopropyl-4H-1,2,4-triazol-3-yl)pyridin-2-yl)imidazolidin-2-one CS(=O)(=O)CCOC1=CC=C(C=C1)N1C(N(CC1)C1=NC(=CC=C1)C1=NN=CN1C(C)C)=O